The molecule is a secondary alcohol that is propan-2-ol substituted by a bromo group at position 1. It has a role as a human metabolite. It is an organobromine compound and a secondary alcohol. CC(CBr)O